2-[[(3S)-3-methyl-1-piperidinyl]methyl]-1-(p-tolylsulfonyl)-4-(trifluoromethyl)-6H-pyrrolo[2,3-c]pyridin-7-one C[C@@H]1CN(CCC1)CC1=CC2=C(C(NC=C2C(F)(F)F)=O)N1S(=O)(=O)C1=CC=C(C=C1)C